CC1=CC=C(C=C1)S(=O)(=O)OCCOC1=CC=C2C=C(N=CC2=C1)N1C=C2C=CC=CC2=C1 7-(2-p-toluenesulfonyloxy-ethoxy)-3-(2H-isoindol-2-yl)isoquinoline